C(#C)C1=C(C=C(C=N1)C=1C(=CC(=C(C1)C1=C(C(=O)N)C=CC=C1C(F)(F)F)F)C)N1CCOCC1 {5-[6-ethynyl-5-(morpholin-4-yl)pyridin-3-yl]-2-fluoro-4-methylphenyl}-3-(trifluoromethyl)benzamide